ClC=1C(=NN(C1C)C=1C=C(C(=O)NC2=CC3=C(OCO3)C=C2C#N)C=CC1)C(F)(F)F 3-[4-chloro-5-methyl-3-(trifluoromethyl)pyrazol-1-yl]-N-(6-cyano-1,3-benzodioxol-5-yl)benzamide